(1R,6S,8R,9R,15R,17R,18R)-8,17-bis(6-amino-9H-purin-9-yl)-18-fluoro-12-hydroxy-3-sulfanyl-12-sulfanylidene-2,4,11,13,16-pentaoxa-3λ5,12λ5-diphosphatricyclo[13.3.0.06,9]octadecan-3-one NC1=C2N=CN(C2=NC=N1)[C@@H]1C[C@@H]2COP(O[C@H]3[C@H]([C@@H](O[C@@H]3COP(OC[C@@H]12)(=S)O)N1C2=NC=NC(=C2N=C1)N)F)(=O)S